(S)-(4-(difluoromethyl)-2-(1-methyl-1H-imidazol-4-yl)oxazol-5-yl)(4-(4-fluoropyrazolo[1,5-a]pyridin-2-yl)-6,7-dihydro-1H-imidazo[4,5-c]pyridin-5(4H)-yl)methanone FC(C=1N=C(OC1C(=O)N1[C@@H](C2=C(CC1)NC=N2)C2=NN1C(C(=CC=C1)F)=C2)C=2N=CN(C2)C)F